4-(2-(tert-butoxy)-2-oxoethyl)phenyl 4-(2-((6-(2-aminopyrimidine-5-carboxamido)-8-methoxy-3,4-dihydro-2H-pyrimido[1,2-c]quinazolin-9-yl)oxy)ethyl)piperazine-1-carboxylate NC1=NC=C(C=N1)C(=O)NC1=NC=2C(=C(C=CC2C=2N1CCCN2)OCCN2CCN(CC2)C(=O)OC2=CC=C(C=C2)CC(=O)OC(C)(C)C)OC